3-((4aR,7aS)-hexahydropyrrolo[3,4-b][1,4]oxazin-6(2H)-yl)-2,2-dimethyl-3-oxopropanoic acid O1[C@@H]2[C@H](NCC1)CN(C2)C(C(C(=O)O)(C)C)=O